3-cyano-1-(3,4-difluorophenyl)-2-phenyl-1-(4-tetrahydropyran-2-yloxybutyl)isourea C(#N)N=C(N(CCCCOC1OCCCC1)C1=CC(=C(C=C1)F)F)OC1=CC=CC=C1